3-cyano-4-cyclopropyl-1-((2-(trimethylsilyl)ethoxy)methyl)-1H-pyrrolo[2,3-b]pyridine-7-oxide C(#N)C1=CN(C2=[N+](C=CC(=C21)C2CC2)[O-])COCC[Si](C)(C)C